3-fluoro-4-(2-methyl-4-(1-((1-(((S)-oxetan-2-yl)methyl)-6-(1H-tetrazol-5-yl)-1H-benzo[d]imidazol-2-yl)methyl)piperidin-4-yl)benzo[d][1,3]dioxol-2-yl)benzonitrile FC=1C=C(C#N)C=CC1C1(OC2=C(O1)C=CC=C2C2CCN(CC2)CC2=NC1=C(N2C[C@H]2OCC2)C=C(C=C1)C1=NN=NN1)C